3,4-dimethyl-2,5-dioxo-2,5-dihydro-1H-pyrrole-1-carboxylic acid hexyl ester C(CCCCC)OC(=O)N1C(C(=C(C1=O)C)C)=O